CN(C)CC1(CC1)COC=1N=C(C2=C(N1)C(=C(N=C2)C2=CC(=CC1=CC=C(C(=C21)CC)F)O)F)N2C[C@@]1(CCO1)CCC2 (S)-4-(2-((1-((dimethylamino)methyl)cyclopropyl)methoxy)-8-fluoro-4-(1-oxa-6-azaspiro[3.5]nonan-6-yl)pyrido[4,3-d]pyrimidin-7-yl)-5-ethyl-6-fluoronaphthalen-2-ol